methyl (R)-2-amino-2-((R)-2-((R)-3-methyl-1-((S)-3-phenyl-2-(pyrazine-2-carboxamido)propanamido) butyl)-5-oxo-1,3,2-dioxaborolan-4-yl)acetate N[C@@H](C(=O)OC)[C@H]1OB(OC1=O)[C@H](CC(C)C)NC([C@H](CC1=CC=CC=C1)NC(=O)C1=NC=CN=C1)=O